tert-butyl (N-cyclopropylsulfamoyl)carbamate C1(CC1)NS(=O)(=O)NC(OC(C)(C)C)=O